4-(2,2-Dimethyl-5'-nitro-spiro[1,3-dioxane-5,2'-3H-benzofuran]-6'-yl)morpholine CC1(OCC2(OC3=C(C2)C=C(C(=C3)N3CCOCC3)[N+](=O)[O-])CO1)C